NC=1C=C(C(=O)NC)C=CC1 3-amino-N-methylbenzamide